C(#C)C=1C(=CC=C2C=CC=C(C12)C1=C(C=2N=C(N=C(C2C=N1)N1CC(CCCC1)NC(C=C)=O)OCC12CCCN2CCC1)OC([2H])([2H])[2H])F N-(1-(7-(8-ethynyl-7-fluoronaphthalen-1-yl)-8-(methoxy-d3)-2-((tetrahydro-1H-pyrrolizin-7a(5H)-yl)methoxy)pyrido[4,3-d]pyrimidin-4-yl)azepan-3-yl)acrylamide